C(C)(C)(C)C1=C(C=CC(=C1)O)OC tert-Butyl-4-hydroxyanisol